FC(C[C@H](CO)NC(=O)C=1C=2C[C@@H]3[C@H](C2N(N1)C1=C(C=C(C=C1)F)F)C3)(F)F (1aR,5aR)-2-(2,4-Difluoro-phenyl)-1a,2,5,5a-tetrahydro-1H-2,3-diaza-cyclopropa[a]pentalene-4-carboxylic acid ((R)-3,3,3-trifluoro-1-hydroxymethyl-propyl)-amide